6-(pyridin-2-yl)pyrimidin N1=C(C=CC=C1)C1=CC=NC=N1